1,6-bis(t-butylperoxycarboxyl)hexane C(C)(C)(C)OOOC(=O)CCCCCCC(=O)OOOC(C)(C)C